N1=C(C=C(C=C1)N1C(NC2=C(SC=3N=CC=C1C32)C(=O)N[C@H]3[C@@H](CCC3)NC(C=C)=O)=O)C=3C=NC=CC3 5-([2,3'-bipyridyl]-4-yl)-N-((1r,2r)-2-acrylamidocyclopentyl)-4-oxo-4,5-dihydro-3H-1-thia-3,5,8-triazaacenaphthylene-2-carboxamide